NC[C@@]1(OC2=C(C1)C(=C(C=C2)Cl)C2=C(C(=O)N)C=CC=C2C)C2=CC=CC=C2 2-((2S,4R)-2-(aminomethyl)-5-chloro-2-phenyl-2,3-dihydrobenzofuran-4-yl)-3-methylbenzamide